O=C1N=CC(C(N1)=O)CC(=O)O (2,4-dioxo-3,5-dihydropyrimidin-5-yl)acetic acid